C=1N=CN2C1C1=CC=CC=C1C2C2CCC(CC2)=O 4-(5H-imidazo[5,1-a]isoindol-5-yl)cyclohexan-1-one